C[C@H]1CC[C@@H](NC1)C=1C=CC2=CN(N=C2C1)[C@H]1CN(CC(C1)(C)C)C 6-[(2R,5S)-5-methyl-2-piperidyl]-2-[(3R)-1,5,5-trimethyl-3-piperidyl]indazole